ClC=1C(=NN2C1C(NCC2)=O)C2=CC=NC1=CC(=NC=C21)OC 3-chloro-2-(7-methoxy-1,6-naphthyridin-4-yl)-5H,6H,7H-pyrazolo[1,5-a]pyrazin-4-one